fluoroantimonate F[Sb-](F)(F)(F)(F)F